C[N+]=1N(C=CC1)CCCCCCCC 1-methyl-2-octylpyraZolium